C1(=CC=CC=2SC3=C(C21)C=CC=C3)C3=C(C=CC=C3)N(C=3C2(C1=CC4=CC=CC=C4C1=CC3)C=CC=C3C1=CC=CC=C1C=C32)C=3C2(C1=CC4=CC=CC=C4C1=CC3)C=CC=C3C1=CC=CC=C1C=C32 (dibenzothiophenylphenyl)bis(spirobifluorenyl)amine